C(#N)C=1C=C(C(=S)N(C)C)C=CC1 3-cyano-N,N-dimethylthiobenzamide